C(C)(C)(C)OC(=O)N[C@@H](C(=O)O)C1CCCCC1 (R)-2-((tert-butoxycarbonyl)amino)-2-cyclohexylacetic acid